3-(2-Aminopropoxy)-N,N-dimethylpropylamine NC(COCCCN(C)C)C